[C-]1(C=CC=C1)C=CC(=O)O.[CH-]1C=CC=C1.[Fe+2] β-ferrocenyl-propenoic acid